1-[(2,2-difluorocyclopropyl)methoxy]-2-iodo-4-isopropyl-benzene FC1(C(C1)COC1=C(C=C(C=C1)C(C)C)I)F